ClC=1C(=CC=C2C=C(C=C(C12)N1CC=2N=C(N=C(C2CC1)O)OC[C@]12CCCN2C[C@@H](C1)F)O)F 7-(8-chloro-7-fluoro-3-hydroxynaphthalen-1-yl)-2-(((2R,7aS)-2-fluorohexahydro-1H-pyrrolizin-7a-yl)methoxy)-5,6,7,8-tetrahydropyrido[3,4-d]pyrimidin-4-ol